C(C)OC1=C(C(=CC=C1)OCC)C1=CC=C(C=C1)F 2,6-diethoxy-4'-fluoro-[1,1'-biphenyl]